6-[4-[4-(5-Hydroxypyridin-3-yl)naphthalene-1-carbonyl]piperazin-1-yl]-N-(4-methoxyphenyl)pyridazine-3-carboxamide OC=1C=C(C=NC1)C1=CC=C(C2=CC=CC=C12)C(=O)N1CCN(CC1)C1=CC=C(N=N1)C(=O)NC1=CC=C(C=C1)OC